1-[4-(2,3-dimethylphenyl)piperazin-1-yl]ethanon CC1=C(C=CC=C1C)N1CCN(CC1)C(C)=O